NCCCN1C(=NC(=C1)C)CCCCCCCCCCC 1-(3-aminopropyl)-4-methyl-2-undecylimidazole